C(C)(C)(C)OC(=O)N[C@H](C(=O)OC(C)(C)C)CCI (S)-tert-butyl 2-((tert-butoxycarbonyl)amino)-4-iodobutanoate